3-chloro-5-[[5-[2-(2-hydroxyethoxy)phenyl]-2-(trifluoromethyl)phenyl]sulfamoyl]-4-methoxybenzoic acid ClC=1C=C(C(=O)O)C=C(C1OC)S(NC1=C(C=CC(=C1)C1=C(C=CC=C1)OCCO)C(F)(F)F)(=O)=O